C(C)C(COC(C=CC1=CC=C(C=C1)OC)=O)CCCC 4-methoxy-cinnamic acid-2-ethyl-hexylester